FC=1C(=NC=CC1C)C=1N=CN(C(C1)=O)[C@H]1CCC[C@H](C(NC=2C=NN(C2C=2C=CN=C1C2)C)=O)C (9R,13S)-13-[4-(3-fluoro-4-methylpyridin-2-yl)-6-oxo-1,6-dihydropyrimidin-1-yl]-3,9-dimethyl-3,4,7,15-tetraazatricyclo[12.3.1.02,6]octadeca-1(18),2(6),4,14,16-pentaen-8-one